2-(5-(cyclopropylmethyl)-4-(3-fluoro-4-sulfamoylbenzyl)-3-(3-fluorophenyl)-1H-pyrazol-1-yl)thiazole-4-carboxylic acid C1(CC1)CC1=C(C(=NN1C=1SC=C(N1)C(=O)O)C1=CC(=CC=C1)F)CC1=CC(=C(C=C1)S(N)(=O)=O)F